lithium compound with boron oxide [B]=O.[Li]